C(C)(C)(C)C1=C(N=C(S1)NC(=O)C1(CC(C1)NC#N)Cl)Cl (1r,3r)-N-(5-tert-butyl-4-chloro-1,3-thiazol-2-yl)-1-chloro-3-(cyanoamino)cyclobutane-1-carboxamide